2,2-dimethyl-1,3-diaza-7-azaspiro[4.4]Nonane-7-carboxylic acid tert-butyl ester C(C)(C)(C)OC(=O)N1CC2(CNC(N2)(C)C)CC1